C1(C=CC=C1)[Ti](C1=C(C(=CC=C1F)N(CCCC)C(C(CCC)(C)C)=O)F)(C1=C(C(=CC=C1F)N(CCCC)C(C(CCC)(C)C)=O)F)C1C=CC=C1 bis(cyclopentadienyl)bis[2,6-difluoro-3-(N-butyl-2,2-dimethylpentanoylamino)phenyl]titanium